C(C1=CC=CC=C1)OC1=C(C=C(C=O)C=C1)Cl 4-benzyloxy-3-chloro-benzaldehyde